O1[C@@H](COCC1)CN1N=C2C3=C(CCC2=C1)OC(=C3C(F)(F)F)C(=O)NC[C@@H]3OCCOC3 2-{[(2R)-1,4-dioxan-2-yl]methyl}-N-{[(2S)-1,4-dioxan-2-yl]methyl}-8-(trifluoromethyl)-4,5-dihydro-2H-furo[2,3-g]indazole-7-carboxamide